octahydro-5H-3,6-methanopyrrolo[3,2-c]Pyridine-5-carboxylic acid tert-butyl ester C(C)(C)(C)OC(=O)N1CC2C3CC1CC2CN3